9-(((tetrahydrofuran-3-yl)methyl)amino)heptadecanedioic acid 1-(heptadecane-9-yl) 17-(2-methylnonyl) ester CC(COC(CCCCCCCC(CCCCCCCC(=O)OC(CCCCCCCC)CCCCCCCC)NCC1COCC1)=O)CCCCCCC